2-chloro-7-(2,3-difluorophenyl)-N-methyl-5,6-dihydropyrrolo[2,3-d]Pyrimidin-4-amine ClC=1N=C(C2=C(N1)N(CC2)C2=C(C(=CC=C2)F)F)NC